[I-].C(CCCCC)OC=1C(=NSN1)C1=CCC[N+](C1)(C(C(C)C)OC(=O)OCCC)C 5-(4-(Hexyloxy)-1,2,5-thiadiazol-3-yl)-1-methyl-1-(2-methyl-1-((propoxycarbonyl)oxy)propyl)-1,2,3,6-tetrahydropyridin-1-ium iodide